[Si](C)(C)(C(C)(C)C)OC(C)(C)C1=CC(=NC(=C1F)C1=CC=C(C=C1)F)C(CNC(OC(C)(C)C)=O)(O)C1(CC1)F tert-butyl (2-(4-(2-((tert-butyldimethylsilyl)oxy)propan-2-yl)-5-fluoro-6-(4-fluorophenyl)pyridin-2-yl)-2-(1-fluorocyclopropyl)-2-hydroxyethyl)carbamate